4-hydroxy-1,5-dimethyl-3-[4-(trifluoromethyl)-2-pyridyl]imidazolidin-2-one OC1N(C(N(C1C)C)=O)C1=NC=CC(=C1)C(F)(F)F